3-((R)-1-phenylallyl)-1,2,3,4,5,6-hexahydro-8H-1,5-methanopyrido[1,2-a][1,5]diazin-8-one C1(=CC=CC=C1)[C@@H](C=C)C1CC2N3C(N1)CC2CCC3=O